1,3,3-trimethyl-1-phenylindane CC1(CC(C2=CC=CC=C12)(C)C)C1=CC=CC=C1